FC1=CC(=C(C=C1)C=1C=NC=2CCN(CC2C1)C=1C(=C(C=2N(N1)C(C=C(N2)C)=O)C)C)C 7-(3-(4-fluoro-2-methylphenyl)-7,8-dihydro-1,6-naphthyridin-6(5H)-yl)-2,8,9-trimethyl-4H-pyrimido[1,2-b]pyridazin-4-one